NC1CC2CCC(C1)N2C=2N(C(C1=C(N2)NC=C1C1=C(C2=CN(N=C2C(=C1)C)C)Cl)=O)C 2-(Endo-3-amino-8-azabicyclo[3.2.1]oct-8-yl)-5-(4-chloro-2,7-dimethyl-2H-indazol-5-yl)-3-methyl-3,7-dihydro-4H-pyrrolo[2,3-d]pyrimidin-4-one